1-((1-(isoxazole-3-carbonyl)azetidin-2-yl)methyl)-1H-benzo[d]imidazole-6-carboxylic acid O1N=C(C=C1)C(=O)N1C(CC1)CN1C=NC2=C1C=C(C=C2)C(=O)O